tert-butyl (s)-1-(4-(benzylthio)-2-methoxyphenylamino)-1-oxo-3-phenylpropan-2-ylcarbamate C(C1=CC=CC=C1)SC1=CC(=C(C=C1)NC([C@H](CC1=CC=CC=C1)NC(OC(C)(C)C)=O)=O)OC